COC1=CC=C(C=C1)C1=C2C=NC(=NC2=CC=C1)N 5-(4-methoxyphenyl)-quinazolin-2-amine